5-bromo-3-methylpyridin-2-ol BrC=1C=C(C(=NC1)O)C